1-pentacontene C=CCCCCCCCCCCCCCCCCCCCCCCCCCCCCCCCCCCCCCCCCCCCCCCCC